tert-butyl N-[2-chloro-4-[methyl(3-pyridyl)amino]-6-nitro-phenyl]-N-methyl-carbamate ClC1=C(C(=CC(=C1)N(C=1C=NC=CC1)C)[N+](=O)[O-])N(C(OC(C)(C)C)=O)C